N-[5-[6-[3-bromo-5-(trifluoromethyl)phenyl]-1-oxo-3,4-dihydroisoquinolin-2-yl]-2-(2-methoxyethoxymethoxy)phenyl]methanesulfonamide BrC=1C=C(C=C(C1)C(F)(F)F)C=1C=C2CCN(C(C2=CC1)=O)C=1C=CC(=C(C1)NS(=O)(=O)C)OCOCCOC